(3R)-6-fluoro-3-methyl-10-oxa-2,13,17,18,21-pentaazapentacyclo[13.5.2.18,11.04,9.018,22]tricosa-1(21),4,6,8,15(22),16,19-heptaen-14-one FC=1C=C2[C@H](NC=3C=CN4N=CC(C(NCC5OC2=C(C1)C5)=O)=C4N3)C